3-(4-chlorophenyl)-3-hydroxypyrrolidine-1-carboxylic acid tert-butyl ester C(C)(C)(C)OC(=O)N1CC(CC1)(O)C1=CC=C(C=C1)Cl